C(CCCCCCCCCC=C)OC1=CC=CC=C1 (dodec-11-en-1-yloxy)benzene